neodymium (2-ethylhexyl)((2-ethylhexyl)phosphonate) C(C)C(CC(C(CCCC)CC)P([O-])([O-])=O)CCCC.[Nd+3].C(C)C(CC(C(CCCC)CC)P([O-])([O-])=O)CCCC.C(C)C(CC(C(CCCC)CC)P([O-])([O-])=O)CCCC.[Nd+3]